[Si](C)(C)(C(C)(C)C)OCCCC1=C(C=CC=C1)C=1C=CC(=C(C1)NS(=O)(=O)C1=C(C(=CC(=C1)CO)Cl)OC)F N-[5-[2-[3-[tert-butyl(dimethyl)silyl]oxypropyl]phenyl]-2-fluorophenyl]-3-chloro-5-(hydroxymethyl)-2-methoxybenzenesulfonamide